C1(CC1)C1=C(C(=NO1)C1=C(C=CC=C1Cl)Cl)CO[C@@H]1[C@H]2CN([C@@H](C1)C2)C=2SC1=C(N2)C(=CC(=C1)C(=O)O)F 2-((1r,4r,5s)-5-((5-cyclopropyl-3-(2,6-dichlorophenyl)isoxazol-4-yl)methoxy)-2-azabicyclo[2.2.1]Heptane-2-yl)-4-fluorobenzo[d]Thiazole-6-carboxylic acid